5-[2-(2-Benzyloxyphenyl)-1-hydroxyethyl]-1,3-oxazol-2(3H)-one C(C1=CC=CC=C1)OC1=C(C=CC=C1)CC(O)C1=CNC(O1)=O